2-((6-((5-((3s,5r)-3,5-dimethylpiperazinyl)-[1,2,4]triazolo[1,5-a]pyrimidin-7-yl)amino)-1-methyl-2-oxo-1,2-dihydroquinolin-3-yl)oxy)-N-phenylacetamide C[C@H]1CN(C[C@H](N1)C)C1=NC=2N(C(=C1)NC=1C=C3C=C(C(N(C3=CC1)C)=O)OCC(=O)NC1=CC=CC=C1)N=CN2